FC1=C(C=C(C=C1)OC(C)C)N1CCC2=C(CC1)C=C(C=C2)CCC(=O)O 3-(3-(2-fluoro-5-isopropoxyphenyl)-2,3,4,5-tetrahydro-1H-benzo[d]azepin-7-yl)propionic acid